C1(CC1)C1=CC(=NN1)NC1=CC2=C(C(=NO2)NS(=O)(=O)C2=C(C=C(C=C2OC)C2N(CCOC2)C)OC)C=C1OC N-{6-[(5-cyclopropyl-1H-pyrazol-3-yl)amino]-5-methoxy-1,2-benzoxazol-3-yl}-2,6-dimethoxy-4-(4-methylmorpholin-3-yl)benzene-1-sulfonamide